CN([C@@H](C(C)C)C(=O)O)C(N([C@@H]1CN(CC1)C(=O)C1[N@@](C1)C(C1=CC=CC=C1)(C1=CC=CC=C1)C1=CC=CC=C1)C)=O N-methyl-N-(methyl((S)-1-((R)-1-tritylaziridine-2-carbonyl)pyrrolidin-3-yl)carbamoyl)-L-valine